ClC=1C=C(C=2N(C1)C=NC2)C2(C[C@@H]1[C@@H](CN(C1)C(C)=O)C2)O 1-((3ar,5r,6as)-5-(6-chloroimidazo[1,5-a]pyridin-8-yl)-5-hydroxyhexahydrocyclopenta[c]pyrrol-2(1H)-yl)ethanone